C(=O)OC12CCC(CC1)(CC2)OC=O 1,4-diformyloxy-bicyclo[2.2.2]octane